tert-butyl 5-(4-hydroxyphenyl)-3,6-dihydro-2H-pyridine-1-carboxylate OC1=CC=C(C=C1)C1=CCCN(C1)C(=O)OC(C)(C)C